ClC=1C(N(N=CC1NC[C@@]1(COCCC1)F)C=1C=NC(=CC1)OC1=C(C=CC(=C1)OCC)C(CC)=O)=O (S)-4-chloro-2-(6-(5-ethoxy-2-propionylphenoxy)pyridin-3-yl)-5-(((3-fluorotetrahydro-2H-pyran-3-yl)methyl)amino)pyridazin-3(2H)-one